COC1=C(C=C2C(=NC=NC2=C1)NC1=CC=CC2=CC=CC=C12)OC1CC2CCCC(C1)N2C(C=C)=O 1-(3-((7-methoxy-4-(naphthalen-1-ylamino)quinazolin-6-yl)oxy)-9-azabicyclo[3.3.1]nonan-9-yl)prop-2-en-1-one